CC=1C=C2C(=CNC2=CC1)C[C@@H](C)N (R)-1-(5-methyl-1H-indol-3-yl)propan-2-amine